4,4,5,5-tetramethyl-2-(4-(methylsulfonyl)phenyl)-1,3,2-dioxaborolane CC1(OB(OC1(C)C)C1=CC=C(C=C1)S(=O)(=O)C)C